FC1=CC=C(C=C1)C=1C=NC=2N(C1)C=C(N2)COC2=CC=C(C=C2)O 4-[[6-(4-fluorophenyl)imidazo[1,2-a]pyrimidin-2-yl]methoxy]phenol